N1C=NC=2CNC(CC21)C(=O)O 4,5,6,7-tetrahydro-1H-imidazo[4,5-c]Pyridine-6-carboxylic acid